C1(=CC=CC=C1)C1=C(C(=C(C1)C1=CC=CC=C1)C1=CC=CC=C1)C1=CC=CC=C1 1,2,3,4-tetraphenyl-1,3-cyclopentadiene